(3-aminophenyl)-5-methyl-2,4-dihydropyrazol-3-one hydrochloride Cl.NC=1C=C(C=CC1)N1N=C(CC1=O)C